C1(CC1)C1=CC=C(C(=O)NC=2C=CC=C3C(=CC=NC23)C=2C=NN(C2)CC(F)(F)F)C=C1 4-cyclopropyl-N-(4-(1-(2,2,2-trifluoroethyl)-1H-pyrazol-4-yl)quinolin-8-yl)benzamide